1-((S)-fluoro((R or S)-3-(2-(5-fluorothiophen-2-yl)ethyl)-1-(2-(6-methylpyridin-3-yl)propan-2-yl)pyrrolidin-3-yl)methyl)urea F[C@H](NC(=O)N)[C@]1(CN(CC1)C(C)(C)C=1C=NC(=CC1)C)CCC=1SC(=CC1)F |o1:6|